CC1(N(CC2=CC=CC=C12)C(=O)OCC1=CC=CC=C1)C(=O)OC(C)(C)C 2-Benzyl 1-(tert-butyl) 1-methylisoindoline-1,2-dicarboxylate